tert-butyl 2-{2-fluoro-6-[4-hydroxy-4-(hydroxymethyl)piperidin-1-yl]pyridin-3-yl}-5-hydroxy-1H-indole-1-carboxylate FC1=NC(=CC=C1C=1N(C2=CC=C(C=C2C1)O)C(=O)OC(C)(C)C)N1CCC(CC1)(CO)O